acryloyloxyethyl-2,2,4-trimethylhexamethylen-dicarbamat C(C=C)(=O)OCCOC(NCC(CC(CCNC([O-])=O)C)(C)C)=O